4-fluoro-5-((6-methylhexahydropyrrolo[3,4-b]pyrrol-5(1H)-yl)sulfonyl)isoquinoline FC1=CN=CC2=CC=CC(=C12)S(=O)(=O)N1C(C2NCCC2C1)C